tert-butyl 4-((3-bromo-5-cyano-4-((tetrahydro-1H-pyrrolizin-7a(5H)-yl)methoxy)-2H-indazol-2-yl)methyl)-5-methoxy-7-methyl-1H-indole-1-carboxylate BrC=1N(N=C2C=CC(=C(C12)OCC12CCCN2CCC1)C#N)CC1=C2C=CN(C2=C(C=C1OC)C)C(=O)OC(C)(C)C